5-(3-(1-methylcyclopropyl)-1,2,4-oxadiazol-5-carboxamido)-2-oxohexandiamid CC1(CC1)C1=NOC(=N1)C(=O)NC(CCC(C(=O)N)=O)C(=O)N